CC1=CC=CC(=N1)C1=NNC=C1C=1N=C2C=C(C=NC2=CC1)N1CC=2N(CC1)N=C(N2)C2=CCC(CC2)N 4-[7-[6-[3-(6-methyl-2-pyridyl)-1H-pyrazol-4-yl]-1,5-naphthyridin-3-yl]-6,8-dihydro-5H-[1,2,4]triazolo[1,5-a]pyrazin-2-yl]cyclohex-3-en-1-amine